C1NCCC2=CC=C(C=C12)NC(C)=O N-(1,2,3,4-Tetrahydroisoquinolin-7-yl)acetamide